C(C)(C)(C)OC1=CC=C(C[C@H](NC([C@@H](NC([C@@H](NC(OCC2C3=CC=CC=C3C=3C=CC=CC23)=O)C(C)C)=O)CCCNC(=O)N)=O)C(=O)O)C=C1 (5s,8s,11s)-11-(4-(tert-butoxy)benzyl)-1-(9H-fluoren-9-yl)-5-isopropyl-3,6,9-trioxo-8-(3-ureidopropyl)-2-oxa-4,7,10-triazadodecane-12-oic acid